CN(C1CN(CC1)C(CC(C12CC(C1)(C2)C2=CC=C(C=C2)F)NC(C2=CN=CC=C2)=O)=O)C N-(3-(3-(dimethylamino)pyrrolidin-1-yl)-1-(3-(4-fluorophenyl)bicyclo[1.1.1]pentan-1-yl)-3-oxopropyl)nicotinamide